(S)-3-(3-(3-(difluoromethoxy)-5-fluorophenyl)-5-(3-(trifluoromethyl)phenylsulfonyl)-6a,7,9,10-tetrahydro-5H-pyrazino[1,2-a]pyrido[3,2-e]pyrazin-8(6H)-yl)propionic acid FC(OC=1C=C(C=C(C1)F)C1=CC=2N(C[C@H]3N(C2N=C1)CCN(C3)CCC(=O)O)S(=O)(=O)C3=CC(=CC=C3)C(F)(F)F)F